FC=1C=C2C(=CNC(C2=CC1F)=O)C(C)N(C(C1=CC(=C(C=C1)C(F)(F)F)F)=O)CC(C)C N-(1-(6,7-Difluoro-1-oxo-1,2-dihydroisoquinolin-4-yl)ethyl)-3-fluoro-N-isobutyl-4-(trifluoromethyl)benzamide